8-(4,4-difluoropiperidin-1-yl)-6-Nitroquinoline FC1(CCN(CC1)C=1C=C(C=C2C=CC=NC12)[N+](=O)[O-])F